ClC(CCl)N 1,2-dichloroethylamine